(R)-5-(2-(dimethylamino)ethoxy)-N-(1-(2-(1-ethyl-1H-pyrazol-3-yl)quinolin-4-yl)ethyl)-2-methylbenzamide CN(CCOC=1C=CC(=C(C(=O)N[C@H](C)C2=CC(=NC3=CC=CC=C23)C2=NN(C=C2)CC)C1)C)C